COC1=NC=C(C=C1)OC 2,5-dimethoxypyridin